NC1=NC=NN2C1=C(C=C2C=2C=C(C(=NC2)OC)C(=O)N[C@@H]2CN(C[C@@H]2F)C(C)C=2SC=C(N2)Cl)C(F)(F)F 5-[4-amino-5-(trifluoromethyl)pyrrolo[2,1-f][1,2,4]triazin-7-yl]-N-[(3R,4S)-1-[1-(4-chloro-1,3-thiazol-2-yl)ethyl]-4-fluoropyrrolidin-3-yl]-2-methoxypyridine-3-carboxamide